N-(4-bromophenyl)benzophenone hydrazone BrC1=CC=C(C=C1)NN=C(C1=CC=CC=C1)C1=CC=CC=C1